isopropoxytitanium tri(ethyl acetoacetate) C(C)CC(CC(=O)[O-])=O.C(C)CC(CC(=O)[O-])=O.C(C)CC(CC(=O)[O-])=O.C(C)(C)O[Ti+3]